CCC(CCCCCCCCCCCCCCCC)C1C(N=NO1)=O 5-(nonadecan-3-yl)-1,2,3-oxadiazol-4(5H)-one